phenanthrazine disodium salt [Na].[Na].C1=CC=CC=2C3=CC=CC=C3C3=NC=4C5=CC=CC=C5C5=CC=CC=C5C4N=C3C12